(3-aminopyrazol-1-yl)-N-methyl-N-(2,2,2-trifluoroethyl)propanamide NC1=NN(C=C1)C(C(=O)N(CC(F)(F)F)C)C